C(C)OCC1(CCC(CC1)C1=C(C=NN1)CN(CCNC)C)COCC N~1~-({5-[4,4-bis(ethoxymethyl)cyclohexyl]-1H-pyrazol-4-yl}methyl)-N~1~,N~2~-dimethylethane-1,2-diamine